4-(3-Ethoxy-8-azabicyclo[3.2.1]oct-1-yl)benzoic acid methyl ester COC(C1=CC=C(C=C1)C12CC(CC(CC1)N2)OCC)=O